[N+](=O)([O-])C(=CCC=CCCCC(=O)O)CC=CCC=CCCCCC 9-nitro-5,8,11,14-eicosatetraenoic acid